ClCC(C(CCCC(CN(C(OCC1=CC=CC=C1)=O)C)(C)C)C1=CC(=CC=C1)I)=O benzyl (8-chloro-6-(3-iodophenyl)-2,2-dimethyl-7-oxooctyl)(methyl)carbamate